3-methoxy-5-(4-methylpiperazin-1-yl)aniline COC=1C=C(N)C=C(C1)N1CCN(CC1)C